2'-(ethylenebisthio)bisethanethiol C(CSCCS)SCCS